C[C@@]1(OC=2C=C(C=C(C2C(C1)=O)O)O)C1=CC=C(O)C=C1 methylnaringenin